CNC(=O)C(CC1=CC=CC=C1)NC(CCC)=O N-(1-(methylcarbamoyl)-2-phenylethyl)butyramide